C(C1=CC=CC=C1)OC(=O)NC(C)(C)C1=CC(=NC(=C1)C1(CCCC1)C)OC1[C@@H]2CN(C[C@H]12)C(=O)OC(C)(C)C tert-butyl (1R,5S,6s)-6-((4-(2-(((benzyloxy)carbonyl)amino)propan-2-yl)-6-(1-methylcyclopentyl)pyridin-2-yl)oxy)-3-azabicyclo[3.1.0]hexane-3-carboxylate